C(C)OC(=O)C=1C=NN(C1)CCN(C)C.CN(CCN1N=CC(=C1)C(=O)N)C 1-(2-(dimethylamino)ethyl)-1H-pyrazole-4-carboxamide Ethyl-1-(2-(dimethylamino)ethyl)-1H-pyrazole-4-carboxylate